C(C=C)(=O)OCC1COC1 (oxetan-3-yl)methyl acrylate